5-(3-fluoro-1H-pyrazol-4-yl)-2-[3-(7-methyl-2,7-diazaspiro[3.5]non-2-yl)-1,2,4-triazin-6-yl]phenol FC1=NNC=C1C=1C=CC(=C(C1)O)C1=CN=C(N=N1)N1CC2(C1)CCN(CC2)C